FC1=C(C#N)C=CC(=C1F)C#N 2,3-difluoroterephthalonitrile